C(C)(C)(C)N1N=C2N=CC(=CC2=C1C(F)(F)F)B1OC(C(O1)(C)C)(C)C 2-tert-butyl-5-(4,4,5,5-tetramethyl-1,3,2-dioxaborolan-2-yl)-3-(trifluoromethyl)-2H-pyrazolo[3,4-b]pyridine